C1CC12CN(CC2)C2=NC(=NC=C2)NC(C2=C(C=C(C=C2)NS(=O)(=O)CCO)N2CCC1(CC1)CC2)=O N-(4-(5-azaspiro[2.4]heptan-5-yl)pyrimidin-2-yl)-4-((2-hydroxyethyl)sulfonamido)-2-(6-azaspiro[2.5]octan-6-yl)benzamide